CC1([C@H]2CC[C@@]1(C(=O)C2)CS(=O)(=O)O)C (1R)-(-)-Camphor-10-sulfonic acid